OCCC=1C=C(N2C=CC=C(C12)C1=C(C2=C(N(C(=N2)C)C)C=C1C(F)(F)F)OC)C(=O)C1=CC(=C(C(=C1)F)F)F (1-(2-hydroxyethyl)-8-(4-methoxy-1,2-dimethyl-6-(trifluoromethyl)-1H-benzo[d]imidazol-5-yl)indolizin-3-yl)(3,4,5-trifluorophenyl)methanone